N-(pyridin-2-yl)benzamidine N1=C(C=CC=C1)NC(C1=CC=CC=C1)=N